N-(((1R,2S,3''S,4R,5'S,6R)-3''-hydroxydispiro[bicyclo[2.2.1]heptane-2,3'-[1,2,4]trioxolane-5',1''-cyclohexan]-6-yl)methoxy)acetamide O[C@@H]1C[C@@]2(CCC1)O[C@@]1(OO2)[C@H]2[C@@H](C[C@@H](C1)C2)CONC(C)=O